C(C)(=O)OCC1=CC=C(C=C1)N1C(=NC=2C1=NC(=CC2)N2CCC2)C=2C(=NC=CC2)N 4-(2-(2-aminopyridin-3-yl)-5-(azetidin-1-yl)-3H-imidazo[4,5-b]pyridin-3-yl)benzyl acetate